10-chloro-2-ethylphenanthro[4,3-d]oxazole ClC1=CC=2C3=C(C=CC2C=C1)C=CC1=C3N=C(O1)CC